BrC1=C(C(=C(C(=O)C(C(=O)OCC)=CN(C)C)C=C1)[N+](=O)[O-])F ethyl 2-(4-bromo-3-fluoro-2-nitrobenzoyl)-3-(dimethylamino)acrylate